(R)-N-(1-(2-methyl-(trifluoromethyl)phenyl)ethyl)-7-(piperazin-1-yl)pyrido[3,4-d]pyridazin-1-amine CC1=C(C=CC=C1C(F)(F)F)[C@@H](C)NC1=C2C(=CN=N1)C=NC(=C2)N2CCNCC2